5-(benzyloxy)-N-(4-(dimethylamino)cyclohexyl)-2-methylbenzofuran-3-carboxamide C(C1=CC=CC=C1)OC=1C=CC2=C(C(=C(O2)C)C(=O)NC2CCC(CC2)N(C)C)C1